5,10-bis(6-hydroxyhexyl)-2,8-di(tert-butyl)-5,10-dihydrophenazine OCCCCCCN1C=2C=CC(=CC2N(C2=CC(=CC=C12)C(C)(C)C)CCCCCCO)C(C)(C)C